The molecule is a member of phenols and a tertiary alcohol. It has a role as a metabolite and an antibacterial agent. CC1=CC(=C2C(=C1)O[C@]3([C@H](CC[C@@H]([C@@]3(C2=O)O)O)O)C)O